FC=1C=CC(=C2CNC(C12)=O)C1=CC(=NC=C1)NC 7-fluoro-4-(2-(methylamino)pyridin-4-yl)isoindolin-1-one